5-(1H-1,2,3-triazol-1-yl)pentane-1-thiol N1(N=NC=C1)CCCCCS